COC(C=1N(C(=C2C=CC=CC12)CCCCCCCCCCCCCCCCCCCCCN)S(=O)(=O)C1=CC=C(C=C1)[N+](=O)[O-])OC 3-(dimethoxymethyl)-2-((4-nitrophenyl)sulfonyl)isoindolheneicosylamine